10,15,20-tris(4-methylphenyl)porphyrin CC1=CC=C(C=C1)C=1C=2C=CC(=CC3=CC=C(N3)C(=C3C=CC(C(=C4C=CC1N4)C4=CC=C(C=C4)C)=N3)C3=CC=C(C=C3)C)N2